FC(OC1=NC=CC=C1C=1N=C(C2=C(N1)CCN(C2)C#N)NCC2=CC=C(C=C2)C=2N(C=C(N2)C(F)(F)F)C(C)C)F 2-(2-(difluoromethoxy)pyridin-3-yl)-4-((4-(1-isopropyl-4-(trifluoromethyl)-1H-imidazol-2-yl)benzyl)amino)-7,8-dihydropyrido[4,3-d]pyrimidine-6(5H)-carbonitrile